C[C@]12OC(O[C@H]1C[C@@]13[C@H](C([C@H]2C3)(C)C)CC[C@H]1C)OCCC (1R,3S,7R,8R,10S,13R)-7,9,9,13-tetramethyl-5-n-propoxy-4,6-dioxatetracyclo[6.5.1.01,10.03,7]tetradecane